N-(2-(1-((5-(2,4-dioxotetrahydropyrimidin-1(2H)-yl)pyridin-3-yl)methyl)piperidin-4-yl)-6-methoxy-2H-indazol-5-yl)-6-(trifluoromethyl)nicotinamide O=C1N(CCC(N1)=O)C=1C=C(C=NC1)CN1CCC(CC1)N1N=C2C=C(C(=CC2=C1)NC(C1=CN=C(C=C1)C(F)(F)F)=O)OC